[2-[6-[2-(tertbutoxycarbonylamino)ethylamino]-3-pyridyl]pyrimidin-4-yl]methyl 4-methylbenzenesulfonate CC1=CC=C(C=C1)S(=O)(=O)OCC1=NC(=NC=C1)C=1C=NC(=CC1)NCCNC(=O)OC(C)(C)C